N-hydroxy-N-methyl-2-(2,2,7-trifluoro-3-oxo-6-(perfluorophenyl)-2,3-dihydro-4H-benzo[b][1,4]oxazin-4-yl)acetamide ON(C(CN1C2=C(OC(C1=O)(F)F)C=C(C(=C2)C2=C(C(=C(C(=C2F)F)F)F)F)F)=O)C